C(CCCCCCCCCCCCCCCCC)OC(=S)NCC1(CC(CC(C1)(C)C)NC(OCCCCCCCCCCCCCCCCCC)=S)C octadecyl 3-(octadecyloxythiocarbonylamino-methyl)-3,5,5-trimethylcyclohexylthiocarbamate